ClC=1C=NC(=C(C(=O)NC2=CC(=CC=C2)S(=O)(=N)C)C1C)OC1=C(C=C(C=C1)C#N)OC 5-chloro-2-(4-cyano-2-methoxyphenoxy)-4-methyl-N-(3-(S-methylsulfonimidoyl)phenyl)nicotinamide